P(=O)(OCC#C)(OCC#C)OCC#C tri(propargyl) phosphate